L-aspartic acid monosodium [Na].N[C@@H](CC(=O)O)C(=O)O